(±)-N-[(1H-benzimidazol-2-yl)methyl]-6-cyclopropyl-1-(1-methylpyrrolidin-3-yl)-1H-pyrazolo[3,4-b]pyrazin-3-amine N1C(=NC2=C1C=CC=C2)CNC2=NN(C1=NC(=CN=C12)C1CC1)[C@H]1CN(CC1)C |r|